9H-purine-6-benzamide N1=CN=C2NC=NC2=C1C1=CC=CC=C1C(=O)N